(2S,4R)-4-(2-chloro-4-(5-methyl-3-(trifluoromethyl)-1H-pyrazol-1-yl)phenylsulfonyl)-N-(1-cyanocyclopropyl)-1-(1-(trifluoromethyl)cyclopropanecarbonyl)pyrrolidine-2-carboxamide ClC1=C(C=CC(=C1)N1N=C(C=C1C)C(F)(F)F)S(=O)(=O)[C@@H]1C[C@H](N(C1)C(=O)C1(CC1)C(F)(F)F)C(=O)NC1(CC1)C#N